CS(=O)(=O)C1=C(C=C2C(C(=COC2=C1)NC=O)=O)OC1=CC=CC=C1 N-[7-(methylsulfonyl)-4-oxo-6-phenoxychromen-3-yl]carboxamide